((1s,3s)-3-Hydroxy-3-methylcyclobutyl)(7-(1-methyl-3-(trifluoromethyl)-1H-pyrrolo[2,3-b]pyridin-6-yl)-2-azaspiro[3.5]nonan-2-yl)methanone OC1(CC(C1)C(=O)N1CC2(C1)CCC(CC2)C2=CC=C1C(=N2)N(C=C1C(F)(F)F)C)C